4-chloro-N'-(2,2-diethoxyacetyl)benzoyl-hydrazine tert-butyl-(2R,4S)-2-(cyanomethyl)-4-fluoropyrrolidine-1-carboxylate C(C)(C)(C)OC(=O)N1[C@@H](C[C@@H](C1)F)CC#N.ClC1=CC=C(C(=O)NNC(C(OCC)OCC)=O)C=C1